N=1N=C(N2C1CCCC2)[C@@H]2C[C@@H](CCC2)N (1R,3S)-3-(5,6,7,8-tetrahydro-[1,2,4]triazolo[4,3-a]pyridin-3-yl)cyclohexanamine